FC1=CC=C(C=C1)C#CC=1C=CC(=C(C1)NC(=O)C1=CNC(C=C1C(F)(F)F)=O)N1C[C@H](N([C@H](C1)C)C)C N-(5-((4-fluorophenyl)ethynyl)-2-((3R,5S)-3,4,5-trimethylpiperazin-1-yl)phenyl)-6-oxo-4-(trifluoromethyl)-1,6-dihydropyridine-3-carboxamide